4-(((2Z)-3-cyclohexyl-5-(3,4-dimethoxybenzylidene)-4-oxothiazolidin-2-ylidene)amino)benzenesulphonamide C1(CCCCC1)N1/C(/SC(C1=O)=CC1=CC(=C(C=C1)OC)OC)=N/C1=CC=C(C=C1)S(=O)(=O)N